C[C@H]1[C@@H]([C@H](O[C@H]1C2=CC(=C(C=C2)O)OC)C3=CC(=C(C=C3)OC)OC)C The molecule is a lignan that is tetrahydrofuran substituted by methyl groups at positions 3 and 4 (relatively trans configuration), a 3,4-dimethoxyphenyl moiety at position 5 (relatively trans to the methyl group at position 4) and a 4-hydroxy-3-methoxyphenyl group at position 2 (relatively cis to the methyl group at position 3). Isolated from the aerial parts of Piper futokadsura, it exhibits inhibitory activity against production of nitric oxide (NO). It has a role as a metabolite and an EC 1.14.13.39 (nitric oxide synthase) inhibitor. It is a lignan, a member of methoxybenzenes, a member of oxolanes and a member of phenols.